4-(((3R,4R)-1-(2-cyanoacetyl)-4-methylpiperidin-3-yl)(methyl)amino)-7H-pyrrolo[2,3-d]pyrimidine-7-carbothioamide C(#N)CC(=O)N1C[C@@H]([C@@H](CC1)C)N(C=1C2=C(N=CN1)N(C=C2)C(N)=S)C